CN1N=CC=2C1=NC(=CC2C(=O)N2[C@H](C=1C(CC2)=C(N(N1)C)C1=CC(=NN1C)C(F)(F)F)C)C (S)-(1,6-dimethyl-1H-pyrazolo[3,4-b]pyridin-4-yl)(2,7-dimethyl-3-(1-methyl-3-(trifluoromethyl)-1H-pyrazol-5-yl)-2,4,5,7-tetrahydro-6H-pyrazolo[3,4-c]pyridin-6-yl)methanone